3-(5-(4-Chlorophenoxy)-7-Fluoro-4-Oxo-1,4-Dihydroquinolin-2-Yl)-4-(Methylsulfonyl)Benzonitrile ClC1=CC=C(OC2=C3C(C=C(NC3=CC(=C2)F)C=2C=C(C#N)C=CC2S(=O)(=O)C)=O)C=C1